(E)-1-amino-2-(1-(2-cyano-3-cyclopropylacryloyl)pyrrolidin-2-yl)-4-(4-((4-methylpyridin-2-yl)carbamoyl)phenyl)-1H-imidazole-5-carboxamide NN1C(=NC(=C1C(=O)N)C1=CC=C(C=C1)C(NC1=NC=CC(=C1)C)=O)C1N(CCC1)C(\C(=C\C1CC1)\C#N)=O